5'-methoxy-2',6-dimethyl-N-(6-(4-(trifluoromethoxy)phenyl)thiazolo[4,5-b]pyrazine-2-yl)-[4,4'-bipyridyl]-3-carboxamide COC=1C(=CC(=NC1)C)C1=C(C=NC(=C1)C)C(=O)NC=1SC=2C(=NC=C(N2)C2=CC=C(C=C2)OC(F)(F)F)N1